2-cyclotetradecen-1-one C1(C=CCCCCCCCCCCC1)=O